O[C@@H]1C[C@H](CC1)NC(=O)N1[C@H]2CN(C[C@@H]1CC2)C2=NC(=NC1=CC(=CC=C21)C2=CC(=CC1=CC=CC=C21)O)OCC21CCCN1CCC2 (1R,5S)-N-((1S,3S)-3-hydroxycyclopentyl)-3-(7-(3-hydroxynaphthalen-1-yl)-2-((tetrahydro-1H-pyrrolizin-7a(5H)-yl)methoxy)quinazolin-4-yl)-3,8-diazabicyclo[3.2.1]octane-8-carboxamide